[Fe].[Ni].[Sb].[Sn] tin-antimony-nickel-iron